methyl 2-(6-chloro-1-cyclopropyl-1H-pyrrolo[2,3-b]pyridin-2-yl)-1-(cyclopropylmethyl)-7-methoxy-1H-benzo[d]imidazole-5-carboxylate ClC1=CC=C2C(=N1)N(C(=C2)C2=NC1=C(N2CC2CC2)C(=CC(=C1)C(=O)OC)OC)C1CC1